C(C)C(C(=O)N)(CC)O ethyl-2-hydroxy-butanamide